[1-[4-[methyl(tetrahydropyran-4-yl)amino]-5-oxido-6,7-dihydro-thieno[3,2-d]pyrimidin-5-ium-2-yl]azetidin-3-yl] tetrahydropyran-4-carboxylate O1CCC(CC1)C(=O)OC1CN(C1)C=1N=C(C2=C(N1)CC[S+]2[O-])N(C2CCOCC2)C